N1C(=NC=C1[2H])[2H] imidazole-2,5-d2